C1(CC1)SC1=CC=C(C=N1)C1=CC=C2C(=N1)SC=N2 5-(6-(cyclopropylthio)pyridin-3-yl)thiazolo[5,4-b]Pyridine